7-(1-(2-(2,6-dioxopiperidin-3-yl)-1,3-dioxoisoindolin-5-yl)piperidine-4-carboxamido)-2-(4-phenoxyphenyl)-9,10-dihydro-4H-benzo[d]pyrazolo[1,5-a][1,3]diazepine-3-carboxamide O=C1NC(CCC1N1C(C2=CC=C(C=C2C1=O)N1CCC(CC1)C(=O)NC1=CC2=C(NC=3N(CC2)N=C(C3C(=O)N)C3=CC=C(C=C3)OC3=CC=CC=C3)C=C1)=O)=O